8-methyl-8-azabicyclo[3.2.1]oct-3-yl 1H-indole-3-carboxylate N1C=C(C2=CC=CC=C12)C(=O)OC1CC2CCC(C1)N2C